OC(CC(C(=O)N)=C)O dihydroxyethyl-acrylamide